C(C1=CC=CC=C1)N1C(=NC2=C1C=C(C=C2F)C=2C(=NOC2C)C)C 4-(1-benzyl-4-fluoro-2-methyl-1H-benzo[d]imidazol-6-yl)-3,5-dimethylisoxazole